C1(CCCC1)/C=C/C=1C=C([C@H]2[C@H](O)[C@H](O)[C@@H](CO)O2)N2N=CN=C(C12)N 7-((E)-2-Cyclopentylvinyl)-4-aza-7,9-dideazaadenosine